NCCOCCNC(C1=C(C=C(C=C1)NC=1C=2N(C=CN1)C(=CN2)C=2C(=NN(C2)CCN2CCCC2)C(F)(F)F)CC)=O N-[2-(2-aminoethoxy)ethyl]-2-ethyl-4-[[3-[1-(2-pyrrolidin-1-ylethyl)-3-(trifluoromethyl)pyrazol-4-yl]imidazo[1,2-a]pyrazin-8-yl]amino]benzamide